4-(6-aminopyridin-3-yl)piperidine NC1=CC=C(C=N1)C1CCNCC1